(6,7-Dihydro-5H-furo[3,2-b]pyran-7-yl)methanamine hydrochloride Cl.O1C=CC=2OCCC(C21)CN